carbon hydroxide potassium [K].C(O)(O)(O)O